C=CCCC penta-en